(3-laurylaminopropyl)trimethyl-ammonium C(CCCCCCCCCCC)NCCC[N+](C)(C)C